N-(3-chlorophenyl)-N-[[5-[5-(difluoromethyl)-1,3,4-oxadiazol-2-yl]-2-pyridinyl]methyl]-1-imino-1-oxo-1,4-thiazine-4-sulfonamide ClC=1C=C(C=CC1)N(S(=O)(=O)N1C=CS(C=C1)(=O)=N)CC1=NC=C(C=C1)C=1OC(=NN1)C(F)F